COC(C1=CC(=C(C=C1)S)[N+](=O)[O-])=O.[N+](=O)([O-])C=1C=C(C(=O)OC)C=CC1SCC1=CC=C(C=C1)C(F)(F)F methyl 3-nitro-4-((4-(trifluoromethyl)benzyl)thio)benzoate Methyl-4-mercapto-3-nitrobenzoate